N-(3-(1-Methylpiperidin-4-yl)-1-(pyridin-2-yl)-1H-pyrazol-5-yl)-6-(1H-pyrazol-5-yl)picolinamide CN1CCC(CC1)C1=NN(C(=C1)NC(C1=NC(=CC=C1)C1=CC=NN1)=O)C1=NC=CC=C1